The molecule is a steroid glycoside isolated from the roots of Cynanchum auriculatum and has been shown to exhibit cytotoxicity against human tumour cell lines. It has a role as a metabolite and an antineoplastic agent. It is a 17beta-hydroxy steroid, a cinnamate ester, a methyl ketone, a deoxy hexoside, a steroid ester, a steroid saponin and a tertiary alpha-hydroxy ketone. It derives from a hydride of a pregnane. C[C@@H]1[C@H]([C@H](C[C@@H](O1)O[C@H]2CC[C@@]3([C@H]4C[C@H]([C@@]5([C@@](CC[C@@]5([C@@]4(CC=C3C2)O)O)(C(=O)C)O)C)OC(=O)/C=C/C6=CC=CC=C6)C)O)O